1-chloro-4-(2,3,4,6-tetra-O-acetyl-D-glucopyranos-1-yl)-2-(4-(S)-tetrahydrofurane-3-yloxy-benzyl)-benzene ClC1=C(C=C(C=C1)C1(O)[C@H](OC(C)=O)[C@@H](OC(C)=O)[C@H](OC(C)=O)[C@H](O1)COC(C)=O)CC1=CC=C(C=C1)OC1COCC1